C(C=C)C1=C(C=CC(=C1)F)NC1=CN=C(C=C1C(=O)O)C(F)(F)F 5-((2-allyl-4-fluorophenyl)amino)-2-(trifluoromethyl)isonicotinic acid